tert-butyl ((1R,3S,5R)-3-((2-bromo-5-nitropyridin-4-yl)amino)-5-methoxycyclohexyl)carbamate BrC1=NC=C(C(=C1)N[C@H]1C[C@H](C[C@@H](C1)OC)NC(OC(C)(C)C)=O)[N+](=O)[O-]